ClC=1C=C(C=CC1Cl)[C@H](CN(C)C)NS(=O)(=O)C1=CC=C(C=C1)C1=CC=CC=C1 (R)-N-(1-(3,4-dichlorophenyl)-2-(dimethylamino)ethyl)-[1,1'-biphenyl]-4-sulfonamide